2-[2-[[4-[4-(6-methoxyimidazo[1,2-a]pyridin-2-yl)phenyl]pyridin-2-yl]-[(2-methylpropan-2-yl)oxycarbonyl]amino]ethoxy]ethyl 4-methylbenzenesulfonate CC1=CC=C(C=C1)S(=O)(=O)OCCOCCN(C(=O)OC(C)(C)C)C1=NC=CC(=C1)C1=CC=C(C=C1)C=1N=C2N(C=C(C=C2)OC)C1